C(C(=C)C)(=O)OCC1=C(C(=CC(=C1)OC)N1N=C2C(=N1)C=CC(=C2)C(F)(F)F)O 2-hydroxy-5-methoxy-3-(5-(trifluoromethyl)-2H-benzo[d][1,2,3]-triazol-2-yl)benzyl methacrylate